3-cyclopropyl-2-(methoxymethyl)-N-[(1S)-1-[2-(6-methoxypyridazin-3-yl)-1,2,4-triazol-3-yl]ethyl]-5-(trifluoromethyl)indazole-7-carboxamide C1(CC1)C=1N(N=C2C(=CC(=CC12)C(F)(F)F)C(=O)N[C@@H](C)C=1N(N=CN1)C=1N=NC(=CC1)OC)COC